5-chloro-4-(tetrahydro-2H-pyran-2-yl)pyrimidine-2-carboxylic acid ClC=1C(=NC(=NC1)C(=O)O)C1OCCCC1